NC=1C(=NC=2CC(CCC2C1)NC(OCC1=CC=CC=C1)=O)C#CC1=CC(=NC(=C1)C)C Benzyl (3-amino-2-((2,6-dimethylpyridin-4-yl)ethynyl)-5,6,7,8-tetrahydroquinolin-7-yl)carbamate